(6-aminohexyl)triphenyl-phosphonium bromide hydrobromide Br.[Br-].NCCCCCC[P+](C1=CC=CC=C1)(C1=CC=CC=C1)C1=CC=CC=C1